3-(5-(tetrahydrofuran-2-yl)-1,3,4-oxadiazol-2-yl)aniline O1C(CCC1)C1=NN=C(O1)C=1C=C(N)C=CC1